1-(4,4'-difluorobenzhydryl)piperazine FC1=CC=C(C(C2=CC=C(C=C2)F)N2CCNCC2)C=C1